3-(carboxymethyl)-1-methyl-1H-imidazol-3-ium C(=O)(O)C[N+]1=CN(C=C1)C